(2-chloro-7-(hydroxy(3-(pivaloyloxy)naphthalen-1-yl)methyl)-5H-pyrrolo[3,2-d]pyrimidin-4-yl)piperazine-1-carboxylic acid benzyl ester C(C1=CC=CC=C1)OC(=O)N1C(CNCC1)C=1C2=C(N=C(N1)Cl)C(=CN2)C(C2=CC(=CC1=CC=CC=C21)OC(C(C)(C)C)=O)O